tert-butyl (R)-(1-((5-bromopyrimidin-2-yl)methyl)piperidin-3-yl)(methyl)carbamate BrC=1C=NC(=NC1)CN1C[C@@H](CCC1)N(C(OC(C)(C)C)=O)C